platinum lanthanum oxide [O-2].[La+3].[Pt+2]